CN1C=CC=2C1=NC(=CC2CN2C(CC2)C2=CC=CC=C2)C=2C=C1CN(C(C1=CC2)=O)N2C(CCCC2=O)=O (5-(1-methyl-4-((2-phenylazetidin-1-yl)methyl)-1H-pyrrolo[2,3-b]pyridin-6-yl)-1-oxoisoindolin-2-yl)piperidine-2,6-dione